CC(=O)NC1=NC2=C(S1)N=C(C=C2)Br N-(5-bromothiazolo[5,4-b]pyridin-2-yl)acetamide